2-(dimethylamino)ethyl imidazole-1-carboxylate N1(C=NC=C1)C(=O)OCCN(C)C